2-amino-1,3-benzothiazol NC=1SC2=C(N1)C=CC=C2